C(#N)C=1C=NN2C1C(=CC(=C2)NC(C(C)(C)O)=O)C=2C=NC(=CC2)N2CC1N(C(C2)C1)CC=1C=NC(=CC1)OC N-(3-cyano-4-(6-(6-((6-methoxypyridin-3-yl)methyl)-3,6-diazabicyclo[3.1.1]heptane-3-yl)pyridin-3-yl)pyrazolo[1,5-a]pyridin-6-yl)-2-hydroxy-2-methylpropionamide